(+-)-3,3'-(3,6-dioxaoctane-1,8-diyl-disulfonyl)bis(1-(2,6,6-trimethylcyclohex-3-en-1-yl)butan-1-one) C(COCCOCCS(=O)(=O)C(CC(=O)C1C(C=CCC1(C)C)C)C)S(=O)(=O)C(CC(=O)C1C(C=CCC1(C)C)C)C